ClC1=C2C=NN(C2=CC(=C1)[C@@H]1[C@H](C1)B1OC(C(O1)(C)C)(C)C)CC(F)(F)F 4-chloro-6-((1S,2S)-2-(4,4,5,5-tetramethyl-1,3,2-dioxaborolan-2-yl)cyclopropyl)-1-(2,2,2-trifluoroethyl)-1H-indazole